C1(CC1)S(=O)(=N)C1=C(C=C2CCN(C2=C1)C(=O)[C@@H]1CC2=CC=C(C=C2C1)C1=NC=CC=C1)F cyclopropyl(5-fluoro-1-((R)-5-(pyridin-2-yl)-2,3-dihydro-1H-indene-2-carbonyl)indolin-6-yl)(imino)-λ6-sulfanone